FC(CN1C(CCC2=CC=NC=C12)=O)(C(F)(F)F)F 1-(2,2,3,3,3-pentafluoropropyl)-3,4-dihydro-1,7-naphthyridin-2-one